4-ethoxy-N-(4-fluoro-2-methylbenzo[d]oxazol-6-yl)-2-(methylthio)pyrimidine-5-carboxamide C(C)OC1=NC(=NC=C1C(=O)NC1=CC2=C(N=C(O2)C)C(=C1)F)SC